ClC1=CC(=NC=C1)NC(OC)=O methyl (4-chloropyridin-2-yl)carbamate